3-Chloro-8-iodo-1-methoxyphenazine ClC=1C=C(C2=NC3=CC(=CC=C3N=C2C1)I)OC